C(C)(C)(C)C=1C=C(C=C(C1O)C(C)(C)C)CCC(=O)N 3-(3,5-di-tert-butyl-4-hydroxyphenyl)-propionamid